ClC1=NC=C(C(=C1)CC(C(=O)OCC)O)[N+](=O)[O-] ethyl 3-(2-chloro-5-nitro-4-pyridinyl)-2-hydroxy-propionate